3-(1'-((1H-indazol-7-yl)methyl)-7-oxo-5,7-dihydro-2H,6H-spiro[furo[2,3-f]isoindole-3,4'-piperidin]-6-yl)piperidine-2,6-dione N1N=CC2=CC=CC(=C12)CN1CCC2(CC1)COC1=CC=3C(N(CC3C=C12)C1C(NC(CC1)=O)=O)=O